C[C@H]1OC2=NC=CC(C3=NN(C=4C=CC(O[C@H](COCC1)C)=CC34)C3OCCCC3)=N2 (8R,13S)-8,13-dimethyl-19-(oxan-2-yl)-7,11,14-trioxa-5,19,20,23-tetraazatetracyclo[13.5.2.12,6.018,21]tricosa-1(20),2(23),3,5,15(22),16,18(21)-heptaene